N-(3-((R)-1-((8-methyl-6-(((R)-1-methylpyrrolidin-3-yl)oxy)-7-oxo-7,8-Dihydropyrido[2,3-d]pyrimidin-4-yl)amino)ethyl)-5-(trifluoromethyl)phenyl)acetamide CN1C(C(=CC2=C1N=CN=C2N[C@H](C)C=2C=C(C=C(C2)C(F)(F)F)NC(C)=O)O[C@H]2CN(CC2)C)=O